8-[(1R)-1-[[6-chloro-2-[3-(1,3-dioxolan-2-yl)-4-(4,4,5,5-tetramethyl-1,3,2-dioxaborolan-2-yl)phenyl]-3-pyridyl]amino]ethyl]-2-(4,4-dimethyl-1-piperidyl)-3,6-dimethyl-chromen-4-one ClC1=CC=C(C(=N1)C1=CC(=C(C=C1)B1OC(C(O1)(C)C)(C)C)C1OCCO1)N[C@H](C)C=1C=C(C=C2C(C(=C(OC12)N1CCC(CC1)(C)C)C)=O)C